di-magnesium citrate glycinate NCC(=O)[O-].C(CC(O)(C(=O)[O-])CC(=O)[O-])(=O)[O-].[Mg+2].[Mg+2]